1-(2-chloroethyl)-5-{[(1-methylpiperidin-4-yl)amino]methyl}-1H-indol ClCCN1C=CC2=CC(=CC=C12)CNC1CCN(CC1)C